5-(5-chloro-4-methyl-2-(4-(4-methylpiperazin-1-yl)phenyl)-1H-pyrrolo[2,3-b]pyridin-3-yl)-2-methylphenylacrylamide 2,2,2-trifluoroacetate FC(C(=O)O)(F)F.ClC=1C(=C2C(=NC1)NC(=C2C=2C=CC(=C(C2)C(C(=O)N)=C)C)C2=CC=C(C=C2)N2CCN(CC2)C)C